[Au].[Ag].[Pd].[Ni] nickel-palladium-silver gold